C(#N)C[C@H](N)C(=O)O β-cyano-L-alanin